ethyl 3-bromo-2-isopropoxy-6-methylbenzoate BrC=1C(=C(C(=O)OCC)C(=CC1)C)OC(C)C